Vanadium(III) nitrat [N+](=O)([O-])[O-].[V+3].[N+](=O)([O-])[O-].[N+](=O)([O-])[O-]